4-(benzyloxy)-4'-chloro-2'-fluoro-[1,1'-biphenyl] C(C1=CC=CC=C1)OC1=CC=C(C=C1)C1=C(C=C(C=C1)Cl)F